N1=NC=C(C=C1)NC(=O)C=1N=C(C=2OCC3COCC(N3C2N1)C)C(C)(C)S(=O)(=O)C (4bS,6R)-1-(1-methanesulfonyl-1-methyl-ethyl)-5-methyl-5,6,8a,9-tetrahydro-8H-7,10-dioxa-2,4,4b-triazaphenanthrene-3-carboxylic acid pyridazin-4-ylamide